FC(CCC)C 4-fluoropentan